ClC1=CC(=C(C=C1)C1(OC2=C(O1)C=CC=C2C2=C(C=C(CC1=NC3=C(N1C[C@H]1OCC1)C=C(C=C3)C(=O)O)C=C2)F)C)F 2-(4-(2-(4-chloro-2-fluorophenyl)-2-methylbenzo[d][1,3]dioxol-4-yl)-3-fluorobenzyl)-1-(((S)-oxetan-2-yl)methyl)-1H-benzo[d]imidazole-6-carboxylic acid